3-(2,5,8,11,14,17,20,23,26,29,32,35-dodecaoxaoctatriacontane-38-amido)propanoic acid COCCOCCOCCOCCOCCOCCOCCOCCOCCOCCOCCOCCC(=O)NCCC(=O)O